(S)-N-(4-(12-(3-aminopyrrolidin-1-yl)-6,7,8,9,10,11-hexahydrocycloocta[b]quinolin-2-yl)pyridin-2-yl)cyclobutanecarboxamide hydrochloride Cl.N[C@@H]1CN(CC1)C1=C2C(=NC3=CC=C(C=C13)C1=CC(=NC=C1)NC(=O)C1CCC1)CCCCCC2